Aluminium diethyl-phosphinate salt C(C)P([O-])(=O)CC.[Al+3].C(C)P([O-])(=O)CC.C(C)P([O-])(=O)CC